ClC=1C=C(CC=2C=C(C(NN2)=O)O)C=CC1 6-(3-chlorobenzyl)-4-hydroxypyridazin-3(2H)-one